CC1=NOC(=C1)C 3,5-dimethyl-isoxazole